N-prop-2-ynyl-aniline C(C#C)NC1=CC=CC=C1